3-(3,5-dichlorophenyl)-3-(5-(2-(5,6,7,8-tetrahydro-1,8-naphthyridin-2-yl)-ethyl)-1H-indazol-1-yl)propionic acid ClC=1C=C(C=C(C1)Cl)C(CC(=O)O)N1N=CC2=CC(=CC=C12)CCC1=NC=2NCCCC2C=C1